6-methoxychroman-4-one COC=1C=C2C(CCOC2=CC1)=O